6-[2,6-difluoro-3-[(2,2,2-trifluoroacetyl)amino]phenoxy]-4-oxo-quinazolin FC1=C(OC=2C=C3C(NC=NC3=CC2)=O)C(=CC=C1NC(C(F)(F)F)=O)F